P([O-])([O-])([O-])=O.[Fe+3] iron phosphorate